4-[2-[1-(tert-butoxycarbonyl)piperidin-4-yl]ethyl]piperazine-1-carboxylic acid benzyl ester C(C1=CC=CC=C1)OC(=O)N1CCN(CC1)CCC1CCN(CC1)C(=O)OC(C)(C)C